C1(CC1)C=1C=C(C(=NC1)C(=O)N(CC(C)C)[C@@H]1CNC[C@@H](C1)C(=O)N1CC(C1)F)NC1CC(C1)OC 5-cyclopropyl-N-((3s,5r)-5-(3-fluoroazetidine-1-carbonyl)piperidin-3-yl)-N-isobutyl-3-(((1r,3s)-3-methoxycyclobutyl)amino)pyridinecarboxamide